S1C(=NC=C1)NC(=S)N 1-(thiazol-2-yl)thiourea